COC=1C=C2C=C(C=NC2=CC1)N([C@@H]1CN(CC1)C(=O)OC(C)(C)C)C tert-butyl (S)-3-((6-methoxyquinolin-3-yl)(methyl)amino)pyrrolidine-1-carboxylate